Cl.CC1(OB(OC1(C)C)C1(CCOCC1)N)C 4-(4,4,5,5-tetramethyl-1,3,2-dioxaborolan-2-yl)tetrahydro-2H-pyran-4-amine hydrochloride